phenyl ((6-((tetrahydro-2H-pyran-4-yl)oxy)pyridin-3-yl)methyl)carbamate O1CCC(CC1)OC1=CC=C(C=N1)CNC(OC1=CC=CC=C1)=O